6-Methyl-N-[4-(1-propyl-piperidin-4-yl)-2-trifluoromethyl-phenyl]-5-(4-pyridin-3-yl-pyrimidin-2-ylamino)-nicotinamide CC1=NC=C(C(=O)NC2=C(C=C(C=C2)C2CCN(CC2)CCC)C(F)(F)F)C=C1NC1=NC=CC(=N1)C=1C=NC=CC1